ClC1=NC=CC(=C1)OC1=NC2=CC=CC=C2C(=C1)C#N 2-{(2-Chloropyridin-4-yl)oxy}quinoline-4-carbonitrile